NCC1=CC=C(C=C1)C1=CC(=C(C=C1)OCC)S(=O)(=O)N1CCC2(C[C@H](CO2)NC[C@@H](COC=2C=C(C=CC2)S(=O)(=O)CC(=O)N)O)CC1 2-(3-((S)-3-((R)-8-(4'-(aminomethyl)-4-ethoxybiphenyl-3-ylsulfonyl)-1-oxa-8-azaspiro[4.5]decan-3-ylamino)-2-hydroxypropoxy)phenylsulfonyl)acetamide